2-(3-chlorobenzoylamino)-3-(1,2-dihydro-2-oxo-4-quinolyl)propionic acid ClC=1C=C(C(=O)NC(C(=O)O)CC2=CC(NC3=CC=CC=C23)=O)C=CC1